ClC1=NC=C(C(=C1)C1=C(C=NC(=C1)C)C(=O)NC=1SC2=C(C=NC=C2)N1)OC 2'-chloro-5'-methoxy-6-methyl-N-{[1,3]thiazolo[4,5-c]pyridin-2-yl}-[4,4'-bipyridine]-3-carboxamide